methyl-sulfonic acid manganese salt [Mn+2].CS(=O)(=O)[O-].CS(=O)(=O)[O-]